C(=C)C1=NC2=C3N=C(C=CC3=CC=C2C=C1)C=C 2,9-divinyl-1,10-phenanthroline